tert-Butyl (R)-3-((4-(2,4-dioxo-3-((2-(trimethylsilyl)ethoxy)methyl)tetrahydropyrimidin-1(2H)-yl)-1H-indol-1-yl)methyl)-3-fluoropiperidine-1-carboxylate O=C1N(CCC(N1COCC[Si](C)(C)C)=O)C1=C2C=CN(C2=CC=C1)C[C@]1(CN(CCC1)C(=O)OC(C)(C)C)F